O=C1NC(CCC1C1=NN(C2=CC(=CC=C12)OCCN1CCN(CC1)C(=O)OC(C)(C)C)C)=O tert-butyl 4-(2-((3-(2,6-dioxopiperidin-3-yl)-1-methyl-1H-indazol-6-yl)oxy)ethyl)piperazine-1-carboxylate